C1(=CC=C(C=C1)N(C1=CC=CC=C1)C1=CC=C(C=C1)C)C N,N-Bis(p-tolyl)aniline